C(C)(C)(C)OC(=O)N(C(CC1=NC(=CC=C1[N+](=O)[O-])OC)C)CC1=C(C=CC(=C1)F)NC1=C(C(=O)OC)C=C(C(=C1)C(F)(F)F)F Methyl 2-((2-(((tert-butoxycarbonyl)(1-(6-methoxy-3-nitropyridin-2-yl)propan-2-yl)amino)methyl)-4-fluorophenyl)amino)-5-fluoro-4-(trifluoromethyl)benzoate